The molecule is a 3alpha-hydroxy steroid, a 7alpha-hydroxy steroid, a 24-hydroxy steroid and a 26-hydroxy steroid. It has a role as a bile acid metabolite. It derives from a hydride of a 5beta-cholestane. C[C@H](CCC(C(C)CO)O)[C@H]1CC[C@@H]2[C@@]1(CC[C@H]3[C@H]2[C@@H](C[C@H]4[C@@]3(CC[C@H](C4)O)C)O)C